OC(C)(C)C=1SC(=CN1)S(=O)(N)=NC(NC1=C2CCCC2=CC2=C1OCC2)=O 2-(2-Hydroxypropan-2-yl)-N'-((3,5,6,7-tetrahydro-2H-indeno[5,6-b]furan-8-yl)-carbamoyl)thiazole-5-sulfonimidamide